C(C)(=O)[Si](OC)(OC)OC Acetyltrimethoxysilane